ClC1=C(OC=2N=C(SC2C2=NC(=NC=C2)N[C@@H]2CN(C[C@H](C2)F)C(=O)OC(C)(C)C)C)C=CC(=C1Cl)NS(=O)(=O)CC1CC1 tert-butyl (3S,5S)-3-[[4-[4-[2,3-dichloro-4-(cyclopropylmethylsulfonylamino)phenoxy]-2-methyl-thiazol-5-yl]pyrimidin-2-yl]amino]-5-fluoro-piperidine-1-carboxylate